CON(C(=O)[C@H](CC(=O)OC(C)(C)C)C)C tert-butyl (3S)-3-[methoxy (methyl) carbamoyl]-3-methylpropionate